(2-(1H-indol-3-yl)-1H-imidazol-5-yl)(3,4,5-tris(methoxy-d3)phenyl)methanone N1C=C(C2=CC=CC=C12)C=1NC(=CN1)C(=O)C1=CC(=C(C(=C1)OC([2H])([2H])[2H])OC([2H])([2H])[2H])OC([2H])([2H])[2H]